CN1CCN(CC1)C1=CC=C(C=N1)C=1C=C2C(=NC1)NC=C2C=2C=C1C=CC=NC1=CC2 6-(5-(6-(4-Methylpiperazin-1-yl)pyridin-3-yl)-1H-pyrrolo[2,3-b]pyridin-3-yl)quinoline